2,2-difluoro-2-[1-tetrahydropyran-2-yl-3-[1-(2-trimethylsilylethoxymethyl)pyrazol-4-yl]indazol-5-yl]oxy-acetic acid FC(C(=O)O)(OC=1C=C2C(=NN(C2=CC1)C1OCCCC1)C=1C=NN(C1)COCC[Si](C)(C)C)F